C1(=CC=C(C=C1)C(=O)[O-])C(=O)[O-] p-benzenedicarboxylate